[SiH2]1CC=CC1 2,5-dihydro-1H-silol